ClC1=CC=C2C(=N1)N=C(O2)N2CCN(CC2)C(=O)C=2C=NC(=C(C2)F)C=2N(N=NC2)CC(C)(C)C [4-(5-chlorooxazolo[4,5-b]pyridin-2-yl)piperazin-1-yl]-[6-[3-(2,2-dimethylpropyl)triazol-4-yl]-5-fluoro-3-pyridyl]methanone